C(C)C=1C(NC=2C=C(C=NC2C1)CC1CCN(CC1)C=1N=CC(=NC1)C(=O)NC)=O 5-(4-((7-ethyl-6-oxo-5,6-dihydro-1,5-naphthyridin-3-yl)methyl)piperidine-1-yl)-N-methylpyrazine-2-carboxamide